benzonaphtho(2,3-d)furan C1=CC=CC2=CC=C3C(=C12)C=C1C=COC1=C3